3-chloro-5-((2,3-dichlorophenylimino)methyl)phenol ClC=1C=C(C=C(C1)C=NC1=C(C(=CC=C1)Cl)Cl)O